N-(5-fluoro-6-(2H-1,2,3-triazol-2-yl)pyridin-3-yl)-1-(isoquinolin-4-yl)-5-(trifluoromethyl)-1H-pyrazole-4-carboxamide FC=1C=C(C=NC1N1N=CC=N1)NC(=O)C=1C=NN(C1C(F)(F)F)C1=CN=CC2=CC=CC=C12